OC1[C@H](N)[C@@H](O)[C@H](O)[C@H](O1)CO glucosamine